C(CCC)NC(C(C)C)=O N-butyl-isobutyramide